C(=O)O.COC=1C(=CC2=CN(N=C2C1)C)C(=O)NC1=NC=C(N=C1)N1CCNCC1 6-methoxy-2-methyl-N-(5-(piperazin-1-yl)pyrazin-2-yl)-2H-indazole-5-carboxamide formate